C1(=CC=CC2=CC=CC=C12)C1=C(C=CC=C1)C=1C(=C2C=3C=CC=CC3C3=C(C2=CC1)C=CC=C3)C3=C(C=CC=C3)C3=CC=CC1=CC=CC=C31 [(naphthyl)phenyl][(naphthyl)phenyl]benzophenanthrene